C1(CCC1)N1C(=NC2=C1C=C(C(=C2)F)OC(F)F)NC(CC(C)(C)C2CC2)=O N-(1-cyclobutyl-6-(difluoromethoxy)-5-fluoro-1H-benzo[d]imidazol-2-yl)-3-cyclopropyl-3-methylbutanamide